ClC=1N=CNC(C1Cl)=O 4,5-dichloro-1H-pyrimidin-6-one